6-{[(1R)-1-(4-Chlorophenyl)-7-fluoro-1-{[1-(hydroxymethyl)cyclopropyl]methoxy}-3-oxo-5-(1,1,1-trifluoro-2-hydroxypropan-2-yl)-2,3-dihydro-1H-isoindol-2-yl]methyl}pyridin-3-carbonitril ClC1=CC=C(C=C1)[C@@]1(N(C(C2=CC(=CC(=C12)F)C(C(F)(F)F)(C)O)=O)CC1=CC=C(C=N1)C#N)OCC1(CC1)CO